8-chloro-1,7-difluoro-5-(((2R,7aS)-2-fluorotetrahydro-1H-pyrrolizin-7a(5H)-yl)methoxy)-2,3,11,11a-tetrahydro-1H-10-oxa-3a,4,6,9-tetraazanaphtho[1,8-ef]azulene ClC1=C(C=2C3=C(C4CON=C14)C(CCN3N=C(N2)OC[C@]23CCCN3C[C@@H](C2)F)F)F